4-Bromo-5-methoxy-2,3-dihydro-1H-indene BrC1=C2CCCC2=CC=C1OC